N1(CCNCC1)CCCNC=O N-(3-(piperazin-1-yl)propyl)carboxamide